4-amino-N-((3R)-4-chloro-6-(trifluoromethyl)-2,3-dihydro-1-benzofuran-3-yl)-N,1-dimethyl-1H-pyrazolo[4,3-c]-quinoline-8-carboxamide NC1=NC=2C=CC(=CC2C2=C1C=NN2C)C(=O)N(C)[C@H]2COC1=C2C(=CC(=C1)C(F)(F)F)Cl